C(#N)C1=CC(=C(OCC2=NC=CC(=N2)OC2CCN(CC2)CC=2N(C=3C(=NC=C(C3)C(=O)O)N2)C[C@H]2OCC2)C=C1)F (S)-2-((4-((2-((4-Cyano-2-fluorophenoxy)methyl)pyrimidin-4-yl)oxy)piperidin-1-yl)methyl)-1-(oxetan-2-ylmethyl)-1H-imidazo[4,5-b]pyridine-6-carboxylic acid